4-(3-amino-6-(2-methyl-3-(trifluoromethyl)-1H-pyrrolo[2,3-b]pyridin-5-yl)pyridin-2-yl)morpholin-3-one NC=1C(=NC(=CC1)C=1C=C2C(=NC1)NC(=C2C(F)(F)F)C)N2C(COCC2)=O